C(\C=C/C(=O)[O-])(=O)OCC=C(C)C monoprenyl maleate